C(=O)C=1C=CC(=C(OCCN(C(OC(C)(C)C)=O)C)C1)OC tert-butyl (2-(5-formyl-2-methoxyphenoxy)ethyl)(methyl)carbamate